FC1=C(OC2=CC=C(C=C2)N2N=C3C(NCCC3N3CCN(CC3)C(C=C)=O)=C2C(=O)N)C=CC=C1 2-[4-(2-fluorophenoxy)phenyl]-7-[4-(prop-2-enoyl)piperazin-1-yl]-4,5,6,7-tetrahydro-2H-pyrazolo[4,3-b]pyridine-3-carboxamide